BrC=1C=C2C=C(N=CC2=CC1)CC(C)O (6-bromoisoquinolin-3-yl)propan-2-ol